CC1=C(C=NN1C1=CC(=CC(N1)=O)C(F)(F)F)C(=O)N1CCC(CC1)C(F)(F)F 6-{5-methyl-4-[4-(trifluoromethyl)piperidine-1-carbonyl]-1H-pyrazol-1-yl}-4-(trifluoromethyl)-1,2-dihydropyridin-2-one